N,N-Diethyl-3,7-dimethyloct-6-en-1-amine C(C)N(CCC(CCC=C(C)C)C)CC